hexafluorobisphenol a C1=CC(=CC=C1C(C2=CC=C(C=C2)O)(C(F)(F)F)C(F)(F)F)O